C(#N)C1=C(C=CC(=C1)C(F)(F)F)S(=O)(=O)N1C[C@@H](C(C1)=C)OC1=CC(=C(C#N)C=C1O)F (R)-4-((1-((2-cyano-4-(trifluoromethyl)phenyl)sulfonyl)-4-methylenepyrrolidin-3-yl)oxy)-2-fluoro-5-hydroxybenzonitrile